N2-([1,1':3',1''-Terphenyl]-2'-yl-2,2'',3,3'',4,4'',5,5'',6,6''-d10)-3-bromo-N1-(3-((9-(4-(tert-butyl)pyridin-2-yl)-9H-carbazol-2-yl)oxy)phenyl)benzene-1,2-diamine C1(=C(C(=C(C(=C1[2H])[2H])[2H])[2H])[2H])C1=C(C(=CC=C1)C1=C(C(=C(C(=C1[2H])[2H])[2H])[2H])[2H])NC=1C(=CC=CC1Br)NC1=CC(=CC=C1)OC1=CC=2N(C3=CC=CC=C3C2C=C1)C1=NC=CC(=C1)C(C)(C)C